Tert-butyl N-[(E)-3-fluoro-2-[[2-[2-(2-methoxy ethyl amino)-2-oxo-ethyl]-1-oxo-3,4-dihydroisoquinolin-6-yl]oxymethyl]allyl]carbamate F/C=C(\CNC(OC(C)(C)C)=O)/COC=1C=C2CCN(C(C2=CC1)=O)CC(=O)NCCOC